FC1(COC1)COC1=C2C(=NC(=C1)C1=CN(C3=CN=C(C=C31)NC(C)=O)C)C3(OCC2)COCC3 N-[3-[4'-((3-fluorooxetan-3-yl)methoxy)-4,5,5',6'-tetrahydro-2H-spiro[furan-3,8'-pyrano[3,4-b]pyridin]-2'-yl]-1-methyl-1H-pyrrolo[2,3-c]pyridin-5-yl]acetamide